FC(CN1N=NC2=C1C=C(C=C2)C=2C=CN1N=C(N=CC12)NC1CCC(CC1)(O)C)F Trans-4-((5-(1-(2,2-difluoroethyl)-1H-benzo[d][1,2,3]triazol-6-yl)pyrrolo[2,1-f][1,2,4]triazin-2-yl)amino)-1-methylcyclohexane-1-ol